5-chloro-2-(4-fluoro-2-methoxyphenoxy)-N-(6-oxo-1,6-dihydropyridazin-4-yl)-4-(trifluoromethyl)benzamide ClC=1C(=CC(=C(C(=O)NC=2C=NNC(C2)=O)C1)OC1=C(C=C(C=C1)F)OC)C(F)(F)F